BrC1=CC2=C(C3=C(O2)C=CC(=C3)C(=O)OC)C=C1 methyl 7-bromodibenzo[b,d]furan-2-carboxylate